FC1(N(C=2C(=CC=CC2C=2C1=CN(N2)C)NC2=CC=NC=C2C(=O)NC([2H])([2H])[2H])C)F 4-((4,4-difluoro-2,5-dimethyl-4,5-dihydro-2H-pyrazolo[4,3-c]quinolin-6-yl)amino)-N-(methyl-d3)nicotinamide